3-(benzyloxy)butanal C(C1=CC=CC=C1)OC(CC=O)C